C1(CCC1)NC1=NC=CC2=CC=CC=C12 N-cyclobutylisoquinolin-1-amine